C(C)(C)(CC)C1=C(C(=CC(=C1)C)C(C)(C)CC)O 2,6-di-t-amyl-4-methylphenol